COC=1C=C(C(=O)OC)C=C(C1OC)NS(=O)(=O)CC1=CC=CC=C1 methyl 3,4-dimethoxy-5-((phenylmethyl)sulfonamido)benzoate